tert-butyl N-{[3-(hydroxymethyl) cyclobutyl] methyl}-N-methylcarbamate OCC1CC(C1)CN(C(OC(C)(C)C)=O)C